2-{5,8-dioxo-2-[(±)-oxolan-3-yl]-6-(propan-2-yl)-5,6,7,8-tetrahydro-4H-pyrazolo[1,5-a]pyrrolo[3,4-d]pyrimidin-4-yl}-N-(5-fluoropyridin-2-yl)acetamide O=C1N(CC2=C1N(C=1N(C2=O)N=C(C1)[C@@H]1COCC1)CC(=O)NC1=NC=C(C=C1)F)C(C)C |r|